C(CC)P(CCCCCCCC)CCCCCCCC 1-propylbis-(1-octyl)phosphine